3-(benzofuran-2-yl)-N-(4-pyridylmethyl)imidazo[1,2-b]pyridazin-6-amine O1C(=CC2=C1C=CC=C2)C2=CN=C1N2N=C(C=C1)NCC1=CC=NC=C1